(4-iodo-1H-indol-7-yl)acetamide IC1=C2C=CNC2=C(C=C1)CC(=O)N